CN1C(N(CC=2C1=NC(=NC2)SC)[C@H]2CCN(C1=C(C=CC=C21)C)C(C(F)(F)F)=O)=O 1-methyl-7-methylsulfanyl-3-[(4S)-8-methyl-1-(2,2,2-trifluoroacetyl)-3,4-dihydro-2H-quinolin-4-yl]-4H-pyrimido[4,5-d]pyrimidin-2-one